C(=O)(O)C=CC(=O)N(N)C1=CC=CC=C1 3-carboxyacryloyl-phenylhydrazine